C1(CCC1)[C@H](C=1C=C(C=CC1)C1NC(C2=CC(=CC(=C12)C(F)(F)F)C=O)=O)C1=NN=CN1C {3-[(R)-cyclobutyl-(4-methyl-1,2,4-triazol-3-yl)methyl]phenyl}-3-oxo-7-(trifluoromethyl)-1H-isoindole-5-carbaldehyde